NC=1C=C(C=CC1)NC(=O)NC1=CC=C(C=C1)C(C)=O 1-(3-aminophenyl)-3-(4-(acetyl)phenyl)urea